O[C@@H](C(=O)[O-])C.[Mg+2].O[C@@H](C(=O)[O-])C magnesium D-2-hydroxypropanoate